OCC1(N=N1)C(CCC(=O)OC)(C)C Methyl 4-(3-(hydroxymethyl)-3H-diazirin-3-yl)-4-methylpentanoate